(4S,5R)-4-((cyclopropylmethyl)amino)-1-(1-(4-fluorophenyl)-1H-pyrazolo[3,4-b]pyridin-5-yl)-3,3-dimethyl-5-phenylpyrrolidin-2-one C1(CC1)CN[C@H]1C(C(N([C@@H]1C1=CC=CC=C1)C=1C=C2C(=NC1)N(N=C2)C2=CC=C(C=C2)F)=O)(C)C